4-[3-[2,6-Dichloro-4-(4-methylpiperazin-1-yl)benzoyl]-2,4-dihydro-1,3-benzoxazin-8-yl]-2-morpholin-4-ylbenzoic acid ClC1=C(C(=O)N2COC3=C(C2)C=CC=C3C3=CC(=C(C(=O)O)C=C3)N3CCOCC3)C(=CC(=C1)N1CCN(CC1)C)Cl